7-anthraquinonedisulfonic acid sodium salt [Na+].C1=C(C=CC=2C(C3=CC=C(C=C3C(C12)=O)S(=O)(=O)[O-])=O)S(=O)(=O)[O-].[Na+]